N1CCC(CC1)CN1CCN(CC1)C1=CC=CC(=N1)N1C(CCCC1=O)=O (6-(4-(piperidin-4-ylmethyl)piperazin-1-yl)pyridin-2-yl)piperidine-2,6-dione